(E)-3-(6-aminopyridin-3-yl)-N-((5-(4-(4,4-difluoropiperidine-1-carbonyl)phenyl)-7-(3-(trifluoromethyl)phenyl)benzofuran-2-yl)methyl)acrylamide NC1=CC=C(C=N1)/C=C/C(=O)NCC=1OC2=C(C1)C=C(C=C2C2=CC(=CC=C2)C(F)(F)F)C2=CC=C(C=C2)C(=O)N2CCC(CC2)(F)F